NC1=CC=C(C=C1)C1=CC=C(C=C1)NC(CCCCCCCN=[N+]=[N-])=O N-(4'-amino-[1,1'-biphenyl]-4-yl)-8-azidooctanamide